ClC1=CC=C(C[C@H]2CO[C@H](CN2C(=O)OC(C)(C)C)COS(=O)(=O)C)C=C1 (2R,5S)-tert-butyl 5-(4-chlorobenzyl)-2-(((methylsulfonyl)oxy)methyl)morpholine-4-carboxylate